N'-[nitrilotris(ethylene)]trimaleimide N(CCC=1C(=O)NC(C1)=O)(CCC=1C(=O)NC(C1)=O)CCC=1C(=O)NC(C1)=O